trans-4-fluoro-N,N-dimethylpyrrolidin-3-amine F[C@H]1[C@@H](CNC1)N(C)C